C(C)N1C(C[C@H](C1)CN1N=C2N=C(C=CC2=C1C(C)(C)O)C1=C(C=C(C=C1C)C(F)(F)F)O)=O |o1:5| (R or S)-1-ethyl-4-((6-(2-hydroxy-6-methyl-4-(trifluoromethyl)phenyl)-3-(2-hydroxypropan-2-yl)-2H-pyrazolo[3,4-b]pyridin-2-yl)methyl)pyrrolidin-2-one